[PH2]([O-])=O.C(C)(CC)[Al+2].[PH2]([O-])=O sec-butyl-aluminum phosphinate